FC=1C=C(C=C(C1)F)N1[C@H](CN(CC1)C(=O)C1C2(C(NC(N2)=O)=O)CCC1)C 6-((s)-4-(3,5-difluorophenyl)-3-methylpiperazine-1-carbonyl)-1,3-diazaspiro[4.4]nonane-2,4-dione